C1(CC1)N1N=C(N=C1)C=1C=C(C(=O)OC)C=C(C1OC)[N+](=O)[O-] Methyl 3-(1-cyclopropyl-1H-1,2,4-triazol-3-yl)-4-methoxy-5-nitrobenzoate